(9Z)-tetradeca-9-enoic acid C(CCCCCCC\C=C/CCCC)(=O)O